OC1(CCCC1)C1=NN(C=C1C1=NN2C(N=CC=C2)=C1C(=O)N)C (1-hydroxycyclopentyl(methyl)-1H-pyrazol-4-yl)pyrazolo[1,5-a]pyrimidine-3-carboxamide